[Cl-].C(C)[N+]1(CCCC1)C 1-Ethyl-1-Methylpyrrolidinium chlorid